C1(CC1)C1=CC=C2C(=NC(N(C2=C1)C1=CC=CC=2N1C=CN2)=O)NC 7-Cyclopropyl-1-(imidazo[1,2-a]pyridin-5-yl)-4-(methylamino)quinazolin-2(1H)-one